C(CCCCCCCCCCCCCCCCCCCCCCCCCCCCC)(=O)OCCCCCCCCCCCCCCCCCCCCCCCCCCCC octacosyl n-triacontanoate